N-[benzothien-5-yl]-N-methylsulfonylmethanesulfonamide S1C=CC2=C1C=CC(=C2)N(S(=O)(=O)C)S(=O)(=O)C